C(C=C)(=O)N1[C@H](CN(C[C@H]1C)C1=NC(N2C3=C(C(=C(C=C13)C(F)(F)F)C1=CC=C(C=C1)F)SC[C@H](C2)C2=CC=NC=C2)=O)C (S)-8-((3S,5R)-4-propenoyl-3,5-dimethylpiperazin-1-yl)-11-(4-fluorophenyl)-3-(pyridin-4-yl)-10-(trifluoromethyl)-3,4-dihydro-2H,6H-[1,4]thiazepino[2,3,4-ij]quinazolin-6-one